1,4-bis(butylamino)anthraquinone C(CCC)NC1=CC=C(C=2C(C3=CC=CC=C3C(C12)=O)=O)NCCCC